IC1=C(NC2=C1C(NCC2)=O)C2=CC=NC1=CC=C(C=C21)OC 3-iodo-2-(6-methoxyquinolin-4-yl)-1H,5H,6H,7H-pyrrolo[3,2-c]pyridin-4-one